C(C1=CC=CC=C1)N1CCC(CC1)C(=O)NCC1=C(C(=CC(=C1)Cl)Cl)Cl 1-benzyl-N-(2,3,5-trichlorobenzyl)piperidine-4-carboxamide